(4-(4-(2H-tetrazol-5-yl)phenoxy)piperidin-1-yl)(4-(3-hydroxyoxetan-3-yl)phenyl)methanone N=1NN=NC1C1=CC=C(OC2CCN(CC2)C(=O)C2=CC=C(C=C2)C2(COC2)O)C=C1